chlorobenzoic acid, chloride ClC1=C(C(=O)Cl)C=CC=C1